CN(CCN(C1(CN(CCC1)C(=O)OC(C)(C)C)CCC1=CC(=CC=C1)C(F)(F)F)C)C tert-Butyl 3-((2-(dimethylamino)ethyl)(methyl)amino)-3-(3-(trifluoromethyl)-phenethyl)piperidine-1-carboxylate